S(=O)(=O)(O)OC[C@@H]1[C@H]([C@@H]([C@@H](CO)O1)O)O 6-O-sulfo-2,5-anhydro-D-mannitol